tert-butyl (6-(bromomethyl)pyridin-2-yl)(tert-butoxycarbonyl)carbamate BrCC1=CC=CC(=N1)N(C(OC(C)(C)C)=O)C(=O)OC(C)(C)C